dimethyl-5-(tetramethyl-1,3,2-dioxaborolan-2-yl)pyrazin-2-amine CC1=C(N=C(C(=N1)N)C)B1OC(C(O1)(C)C)(C)C